COC1=CC=C(CNC2=NC=NC=C2[C@@H](C)NCCO)C=C1 (R)-2-((1-(4-((4-methoxybenzyl)amino)pyrimidin-5-yl)ethyl)amino)ethan-1-ol